IC1=C(C=CC(=C1)C1=C(C=NC2=CC=CC=C12)C(=O)N1CCN(CC1)S(=O)(=O)C)C1(CC1)C#N l-1-(2-iodo-4-(3-(4-(methylsulfonyl)piperazine-1-carbonyl)quinolin-4-yl)phenyl)cyclopropane-1-carbonitrile